(S)-6-chloro-4-((1-fluoropropane-2-yl)amino)-N-methylnicotinamide ClC1=NC=C(C(=O)NC)C(=C1)N[C@H](CF)C